2-[[2-[2-(8-chloro-4-oxo-chromen-2-yl)-5-(trifluoromethyl)phenoxy]-1,1-dimethyl-ethyl]amino]-2-oxo-acetic acid ClC=1C=CC=C2C(C=C(OC12)C1=C(OCC(C)(C)NC(C(=O)O)=O)C=C(C=C1)C(F)(F)F)=O